isobutyl-5-(2-(4-(dimethylamino)phenyl)aminopyrimidin-4-yl)-pyridin-2(1H)-one C(C(C)C)N1C(C=CC(=C1)C1=NC(=NC=C1)NC1=CC=C(C=C1)N(C)C)=O